CC1NC(C=2N(C1)C=CN2)=O 6-methyl-6,7-dihydroimidazo[1,2-a]pyrazin-8(5H)-one